(2S,4R)-4-Fluoro-4-(4-fluoro-phenoxythiocarbonyloxymethyl)-pyrrolidine F[C@@]1(CCNC1)COC(=S)OC1=CC=C(C=C1)F